C(C1=CC=CC=C1)OC(N[C@H](C)C1=CC(=NC2=CC=CC=C12)C=1C=NN(C1)C1OCCCC1)=O benzyl((1R)-1-(2-(1-(tetrahydro-2H-pyran-2-yl)-1H-pyrazol-4-yl)quinolin-4-yl)ethyl)carbamate